[Na+].OCCS(=O)(=O)[O-] hydroxyethylsulfonic acid sodium salt